FC1(C(C2=C(C(=C=C=C12)OC=1C=C(C(=O)N)C=C(C1)F)C(F)(F)F)=O)F 3-{8,8-difluoro-7-oxo-5-(trifluoromethyl)bicyclo[4.2.0]oct-1,3,5-triene-2-enyloxy}-5-fluorobenzamide